CC1(C2=CC=CC=C2C=2C=CC(=CC12)N(C=1C=CC=2C=3C4=C(C=CC3N(C2C1)C1=CC=CC=C1)C=1C=2C=CC(=CC2N(C1C=C4)C4=CC=CC=C4)N(C4=CC(=CC=C4)C(C)(C)C)C4=CC=1C(C2=CC=CC=C2C1C=C4)(C)C)C4=CC(=CC=C4)C(C)(C)C)C 7,14-dihydro-N2,N9-bis(9,9-dimethyl-9H-fluoren-2-yl)-N2,N9-bis(3-tert-butylphenyl)-7,14-diphenyl-carbazolo[4,3-c]carbazole-2,9-diamine